Ethyl 4-(3-(N-(4-methoxybenzyl)methylsulfonamido)-4-nitrophenoxy)butyrate COC1=CC=C(CN(S(=O)(=O)C)C=2C=C(OCCCC(=O)OCC)C=CC2[N+](=O)[O-])C=C1